OCCONC(=O)C1=CC2=C(N=CN2C([2H])([2H])[2H])C(=C1NC1=C(C=C(C=C1)Br)Cl)F 6-(4-bromo-2-chloro-phenylamino)-7-fluoro-3-(methyl-d3)-3H-benzimidazole-5-carboxylic acid (2-hydroxyethoxy)-amide